(3-((trifluoromethoxy)methyl)phenyl)methylamine FC(OCC=1C=C(C=CC1)CN)(F)F